7-(4-(tert-butyl)naphthalen-2-yl)-2-iodo-3-methylthieno[2,3-c]pyridine C(C)(C)(C)C1=CC(=CC2=CC=CC=C12)C=1N=CC=C2C1SC(=C2C)I